ClC1=C(C=CC=C1)N1C(N=C(C2=CC(=C(C=C12)C1CC1)C#N)NCC1=CC=NO1)=O 1-(2-Chlorophenyl)-7-cyclopropyl-4-((isoxazol-5-ylmethyl)amino)-2-oxo-1,2-dihydroquinazoline-6-carbonitrile